C(C)N1N=C(C=C1)[S@](=O)(N)=NC(NC1=C2C(=CC=3CCCC13)CC2)=O (S)-1-ethyl-N'-((2,4,5,6-tetrahydro-1H-cyclobuta[f]inden-3-yl)carbamoyl)-1H-pyrazole-3-sulfonimidamide